4-(dipentylcarbamoyl)piperazine-2-carboxylic acid C(CCCC)N(C(=O)N1CC(NCC1)C(=O)O)CCCCC